p-Tolylboronic Acid CC1C=CC(B(O)O)=CC=1